7-bromo-2-((S)-3-carboxybutanoyl)-4-fluoro-6-methoxyisoindolin BrC=1C(=CC(=C2CN(CC12)C(C[C@H](C)C(=O)O)=O)F)OC